(Z)-4-aminobut-2-enoate NC\C=C/C(=O)[O-]